ClC1=C(C(=CC=C1)F)C(C#N)C(C)=O 2-(2-Chloro-6-fluorophenyl)-3-oxobutanenitrile